C1(=CC=CC=C1)[Si](CC1=CC=C(C=C1)F)(CC1=CC=C(C=C1)F)CC1=CC=C(C=C1)F phenyltris(4-fluorobenzyl)silane